N(=[N+]=[N-])[C@](C)(CC)C1=CN=C(C2=CN=C(C=C12)Cl)OC(C)CC(C)(SC)C 4-((R)-2-azidobutan-2-yl)-6-chloro-1-((4-methyl-4-(methylthio)pentan-2-yl)oxy)-2,7-naphthyridine